C1(=CC=CC2=CC=CC=C12)NC1=CC=CC2=C1OC1=C2C=CC=C1 N-(naphthalen-1-yl)dibenzo[b,d]Furan-4-amine